FC=1C=C(C=CC1F)S(=O)(=O)N1N=C2C3=C(C(C(C2=C1C)=O)=O)C=CC=C3 2-(3,4-difluorobenzenesulfonyl)-3-methyl-2H-benzo[g]indazole-4,5-dione